O=C1N(C2=CC=C(C=C2C=C1)C(F)(F)F)CC(=O)N 2-(2-oxo-6-(trifluoromethyl)quinolin-1(2H)-yl)acetamide